(6R,8R)-N-(6-(2H-1,2,3-triazol-2-yl)-5-(trifluoromethyl)pyridin-3-yl)-2-fluoro-8-methyl-8-(1-methyl-1H-pyrazol-3-yl)-7,8-dihydro-6H-cyclopenta[e]pyrazolo[1,5-a]pyrimidine-6-carboxamide N=1N(N=CC1)C1=C(C=C(C=N1)NC(=O)[C@@H]1C[C@](C2=C1C=NC=1N2N=C(C1)F)(C1=NN(C=C1)C)C)C(F)(F)F